NN1C(=NC(=C1C(N)=O)C1=CC=C(C=C1)C(NC1=NC=CC(=C1)Br)=O)[C@H]1N(CCCC1)C(=O)OC(C)(C)C tert-butyl (S)-2-(1-amino-5-carbamoyl-4-(4-((4-bromopyridin-2-yl)carbamoyl)phenyl)-1H-imidazol-2-yl)piperidine-1-carboxylate